OC1=C(C=C(C=C1)[N+](=O)[O-])C(=O)C=1C=NC=2N(C1)N=C(C2)C (2-hydroxy-5-nitrophenyl)(2-methylpyrazolo[1,5-a]pyrimidin-6-yl)methanone